4-chloro-2-(2-oxo-1-pyridinyl)thiazole-5-carboxylic acid ClC=1N=C(SC1C(=O)O)N1C(C=CC=C1)=O